ClC1=C(C(=O)N2COC3=C(C2)C=CC=C3C3=CC(=C(C(=O)O)C=C3F)N3C2COCC3CC2)C(=CC(=C1)N1CC2(C1)C[C@H]([C@@H]2C)OC)Cl |r| 4-[3-[2,6-Dichloro-4-[rac-(6R,7R)-6-methoxy-7-methyl-2-azaspiro[3.3]heptan-2-yl]benzoyl]-2,4-dihydro-1,3-benzoxazin-8-yl]-5-fluoro-2-(3-oxa-8-azabicyclo[3.2.1]octan-8-yl)benzoic acid